ClC1=C(C=C(C=C1N1[C@H](CN(CC1)CCO)C)C#N)NC1=NC=2N(C(=N1)NCC)N=CC2C#N 2-({2-Chloro-5-cyano-3-[(2S)-4-(2-hydroxyethyl)-2-methylpiperazin-1-yl]phenyl}amino)-4-(ethylamino)pyrazolo[1,5-a][1,3,5]triazine-8-carbonitrile